BrC=1C=C2C=C(NC2=CC1)C(F)(F)F 5-bromo-2-(trifluoromethyl)-1H-indole